ClC1=NN(C=C1N(C(C)=O)CC)C=1C=NC=CC1 N-(3-chloro-1-(pyridin-3-yl)-1H-pyrazol-4-yl)-N-ethylacetamide